5-(3-((1-(2-(4-(1,2-bis(4-hydroxyphenyl)but-1-en-1-yl)phenoxy)ethyl)piperidin-4-yl)methyl)-3,8-diazabicyclo[3.2.1]octan-8-yl)-2-(2,6-dioxopiperidin-3-yl)-6-fluoroisoindoline-1,3-dione OC1=CC=C(C=C1)C(=C(CC)C1=CC=C(C=C1)O)C1=CC=C(OCCN2CCC(CC2)CN2CC3CCC(C2)N3C=3C=C2C(N(C(C2=CC3F)=O)C3C(NC(CC3)=O)=O)=O)C=C1